(1R)-1-(4-chlorophenyl)-7-isopropoxy-6-methoxy-2,4-dihydro-1H-isoquinolin-3-one ClC1=CC=C(C=C1)[C@H]1NC(CC2=CC(=C(C=C12)OC(C)C)OC)=O